1-[(2R,6S)-6-[[bis(4-methoxyphenyl)-phenyl-methoxy]methyl]-4-isopropyl-6-(triisopropylsilyloxymethyl)morpholin-2-yl]-5-methyl-pyrimidine-2,4-dione COC1=CC=C(C=C1)C(OC[C@]1(O[C@H](CN(C1)C(C)C)N1C(NC(C(=C1)C)=O)=O)CO[Si](C(C)C)(C(C)C)C(C)C)(C1=CC=CC=C1)C1=CC=C(C=C1)OC